C(C)(=O)OC=CC=C 1-acetoxy-1,3-butadiene